tert-butyl 3-(2-((7-bromo-1-(2-isopropyl-4-methylpyridin-3-yl)-2,4-dioxo-1,2,3,4-tetrahydroquinazolin-5-yl)oxy)ethyl)piperazin-1-carboxylate BrC1=CC(=C2C(NC(N(C2=C1)C=1C(=NC=CC1C)C(C)C)=O)=O)OCCC1CN(CCN1)C(=O)OC(C)(C)C